tert-butyl {(3R)-1-[(1R,2R)-2-(2',6'-difluoro[1,1'-biphenyl]-2-yl)cyclopropane-1-carbonyl]-4,4-difluoropiperidin-3-yl}carbamate FC1=C(C(=CC=C1)F)C1=C(C=CC=C1)[C@H]1[C@@H](C1)C(=O)N1C[C@H](C(CC1)(F)F)NC(OC(C)(C)C)=O